ClC1=NC(=C2C(=N1)N(N=C2)C)NCC2=CC(=C(C=C2)F)Cl 6-chloro-N-[(3-chloro-4-fluoro-phenyl)methyl]-1-methyl-pyrazolo[3,4-d]pyrimidin-4-amine